2-(1-(3-methyl-1H-pyrazole-1-carbonyl)piperazin-2-yl)acetonitrile CC1=NN(C=C1)C(=O)N1C(CNCC1)CC#N